2-(4-bromophenyl)-3-(pyren-1-yl)acrylonitrile BrC1=CC=C(C=C1)C(C#N)=CC1=CC=C2C=CC3=CC=CC4=CC=C1C2=C34